IC1=CC(=NC=C1)NC(OC(C)(C)C)=O tert-butyl (4-iodopyridin-2-yl)carbamate